S1C(=NC2=C1C=CC=C2)C2=CN1C(CO2)CN(CC1)C(=O)C1=C(C(=CC=C1)OC)Cl [3-(1,3-benzothiazol-2-yl)-6,7,9,9a-tetrahydro-1H-pyrazino[2,1-c][1,4]oxazin-8-yl]-(2-chloro-3-methoxy-phenyl)methanone